N1-(2-(1-(piperidin-4-yl)-1H-pyrazol-4-yl)quinolin-4-yl)propane-1,3-diamine N1CCC(CC1)N1N=CC(=C1)C1=NC2=CC=CC=C2C(=C1)NCCCN